C(C(C)C)(=O)OC1=C(C(=CC(=C1)Br)C=NC=1C=NC=CC1)O 5-bromo-2-hydroxy-3-((pyridin-3-ylimino)methyl)phenyl isobutyrate